FC=1C2=C(C(=NC1)C)C[C@H](C2)CNCC[C@H]2CN(C(O2)=O)C2=NC1=C(OCC(N1)=O)N=C2 6-[(5S)-5-[2-[[(6R)-4-fluoro-1-methyl-6,7-dihydro-5H-cyclopenta[c]pyridin-6-yl]methylamino]ethyl]-2-oxo-1,3-oxazolidin-3-yl]-4H-pyrazino[2,3-b][1,4]oxazin-3-one